C(CCCCC)C(C(=O)OCCCCCCN(CCCCCCCCOC(CCCCCCCC)=O)CCC=1C=NC(=CC1)N)CCCCCCCC 6-((2-(6-aminopyridin-3-yl)ethyl)(8-(nonanoyloxy)octyl)amino)hexyl 2-hexyldecanoate